N1(CCOCC1)CCS(=O)(=O)[O-].[Na+] sodium morpholineethanesulfonic acid salt